CC1=CC(OC2=CC(=CC=C12)NC(C1=NC=CC=C1)=O)=O N-(4-methyl-2-oxo-2H-chromen-7-yl)picolinamide